(1S,2R)-cis-1-amino-2-indanol C1[C@H]([C@H](C2=CC=CC=C21)N)O